2-amino-4-(trifluoromethyl)benzene-1-thiol hydrochloride Cl.NC1=C(C=CC(=C1)C(F)(F)F)S